O=C(C(=O)N)N1[C@H](CC[C@@H](C1)C)C1=CC2=CN(N=C2C=C1)CC |r| 2-Oxo-2-[rac-(2R,5S)-2-(2-ethylindazol-5-yl)-5-methyl-1-piperidyl]acetamide